COC(CC1=C(C=C(C=C1)OC)O)=O 2-(2-hydroxy-4-methoxyphenyl)acetic acid methyl ester